C(C)OC(=O)C=1C[C@H]2O[C@H]2[C@H](C1)OC(CC)CC (1R,5S,6R)-5-(pentan-3-yloxy)-7-oxabicyclo[4.1.0]hept-3-ene-3-carboxylic acid ethyl ester